11-chloro-7H-benzo[c]fluoren-7-one ClC=1C=2C=3C4=C(C=CC3C(C2C=CC1)=O)C=CC=C4